C(CCCCC)OC=1C=C(OCCN)C=CC1 (+)-2-[3-(hexyloxy)phenoxy]ethan-1-amine